trans-(1s,2S)-2-(5-methyl-3-pyridyl)cyclopropanecarboxylic acid CC=1C=C(C=NC1)[C@@H]1[C@H](C1)C(=O)O